C1(CCCCC1)N(C(COCC(COCC(N(C1CCCCC1)C1CCCCC1)=O)NC(CCCC(=O)ON1C(CCC1=O)=O)=O)=O)C1CCCCC1 2,5-Dioxopyrrolidin-1-yl 5-((1,3-bis(2-(dicyclohexylamino)-2-oxoethoxy)propan-2-yl)amino)-5-oxopentanoate